N1CCC=C2C=CC=3C(=C12)C=CN3 dihydro-pyrrolo-quinoline